benzo[b][1,4]dioxepin O1C2=C(OC=CC1)C=CC=C2